OCCOC1=C(C=C(C=C1)NC(=O)C1=CSC=2CN(CCC21)C(=O)C2=CN=C1N2C=CC=C1)C(F)(F)F N-(4-(2-hydroxyethoxy)-3-(trifluoromethyl)phenyl)-6-(imidazo[1,2-a]pyridine-3-carbonyl)-4,5,6,7-tetrahydrothieno[2,3-c]pyridine-3-carboxamide